2-(4-Benzoyl-3-hydroxyphenoxy)ethyl acrylate C(C=C)(=O)OCCOC1=CC(=C(C=C1)C(C1=CC=CC=C1)=O)O